tert-butyl 5-[[1-(2-fluoro-4-nitro-phenyl)-4-piperidylidene]methyl]-3,4-dihydro-1H-isoquinoline-2-carboxylate FC1=C(C=CC(=C1)[N+](=O)[O-])N1CCC(CC1)=CC1=C2CCN(CC2=CC=C1)C(=O)OC(C)(C)C